(S)-2-((9H-purin-6-yl)amino)-4-((2-(3,5-dimethyl-1H-pyrazol-1-yl)ethyl)(4-(5,6,7,8-tetrahydro-1,8-naphthyridin-2-yl)butyl)amino)butanoic acid N1=CN=C2NC=NC2=C1N[C@H](C(=O)O)CCN(CCCCC1=NC=2NCCCC2C=C1)CCN1N=C(C=C1C)C